5'-[(E)-[(1,1-Dioxo-1,2-benzothiazol-3-yl)-methyl-hydrazono]methyl]spiro-[cyclopropan-1,3'-isoindolin]-1'-on O=S1(N=C(C2=C1C=CC=C2)N(\N=C\C=2C=C1C3(NC(C1=CC2)=O)CC3)C)=O